(4Z)-4-(1,3-Benzothiazol-6-ylmethylene)-2-[[(2S)-2-hydroxy-2-phenyl-ethyl]amino]-1H-imidazol-5-one S1C=NC2=C1C=C(C=C2)\C=C\2/N=C(NC2=O)NC[C@H](C2=CC=CC=C2)O